C(C1=CC=CC=C1)OCC(N)C1CN(CC1)CC1=CC=CC=C1 2-(benzyloxy)-1-(1-benzylpyrrolidin-3-yl)ethan-1-amine